CN(CCCC(CCCN(CC)C)=O)CC 1,7-bis-(methylethylamino)-4-heptanone